4-[(2-aminophenyl)(methyl)phosphoryl]-N-[(3S)-piperidin-3-yl]-5-(trifluoromethyl)pyrimidin-2-amine NC1=C(C=CC=C1)P(=O)(C)C1=NC(=NC=C1C(F)(F)F)N[C@@H]1CNCCC1